methyl 2-(tert-butoxycarbonylamino)-2-spiro[3.3]heptan-2-yl-acetate C(C)(C)(C)OC(=O)NC(C(=O)OC)C1CC2(C1)CCC2